ClC=1C=C2CN(CC2=CC1C(F)(F)F)C(CCC1(C(NC(N1)=O)=O)C=1N(C=CN1)C)=O 5-(3-(5-chloro-6-(trifluoromethyl)isoindolin-2-yl)-3-oxopropyl)-5-(1-methyl-1H-imidazol-2-yl)imidazolidine-2,4-dione